N-(2-methyl-1-((3-methylpyridin-2-yl)oxy)propan-2-yl)-2-(1-methylpiperidin-2-yl)acetamide CC(COC1=NC=CC=C1C)(C)NC(CC1N(CCCC1)C)=O